1-(6-(1-((1-((4-aminophenyl)sulfonyl)piperidin-4-yl)methyl)piperidin-4-yl)-1-methyl-1H-indazol-3-yl)dihydropyrimidine-2,4(1H,3H)-dione NC1=CC=C(C=C1)S(=O)(=O)N1CCC(CC1)CN1CCC(CC1)C1=CC=C2C(=NN(C2=C1)C)N1C(NC(CC1)=O)=O